ClC=1C=C(C=CC1Cl)S[C@@H]1O[C@@H]([C@@H]([C@@H]([C@H]1O)N1N=NC(=C1)C1=CC(=CC(=C1)COC)F)O)CO (2S,3R,4S,5R,6R)-2-((3,4-dichlorophenyl)thio)-4-(4-(3-fluoro-5-(methoxymethyl)phenyl)-1H-1,2,3-triazol-1-yl)-6-(hydroxymethyl)tetrahydro-2H-pyran-3,5-diol